benzyl (4-((1R,5S)-3-thia-8-azabicyclo[3.2.1]octan-8-yl)-5-fluoro-2-(((2R,3S)-3-((trityloxy)methyl)oxiran-2-yl)methoxy)phenyl)carbamate [C@H]12CSC[C@H](CC1)N2C2=CC(=C(C=C2F)NC(OCC2=CC=CC=C2)=O)OC[C@H]2O[C@H]2COC(C2=CC=CC=C2)(C2=CC=CC=C2)C2=CC=CC=C2